CN([C@@H]1CNCC1)C1=CC=C(C=C1)[N+](=O)[O-] (S)-N-methyl-N-(4-nitrophenyl)pyrrolidin-3-amine